CC1(OCC(O1)=CC(C(F)(F)F)=O)C 3-(2,2-Dimethyl-1,3-dioxolan-4-yliden)-1,1,1-trifluoro-propan-2-on